(S)-N-(4-(2-(2,2-difluoroethyl)-3,3-dimethyl-2,3,4,9-tetrahydro-1H-pyrido[3,4-b]indol-1-yl)-3,5-difluorophenyl)-1-(3-fluoropropyl)azetidin-3-amine FC(CN1[C@H](C=2NC3=CC=CC=C3C2CC1(C)C)C1=C(C=C(C=C1F)NC1CN(C1)CCCF)F)F